3-chloro-5-methyl-1-(3-methyloxetan-3-yl)-4-nitro-1H-pyrazole ClC1=NN(C(=C1[N+](=O)[O-])C)C1(COC1)C